FC=1C(=C(N2N=C(N=CC21)N[C@H]2[C@@H](COCC2)O)C(C)C)C(F)(F)F (3S,4R)-4-((5-fluoro-7-isopropyl-6-(trifluoromethyl)pyrrolo[2,1-f][1,2,4]triazin-2-yl)amino)tetrahydro-2H-pyran-3-ol